2-Chloro-5-methoxy-4-((4-(5-methoxy-3-(trifluoromethyl)-1H-pyrazol-1-yl)benzyl)oxy)pyrimidine ClC1=NC=C(C(=N1)OCC1=CC=C(C=C1)N1N=C(C=C1OC)C(F)(F)F)OC